1-[2-[(E)-3-(3-Hydroxyphenyl)prop-2-enoyl]phenyl]-3-(4-methylphenyl)sulfonylurea OC=1C=C(C=CC1)/C=C/C(=O)C1=C(C=CC=C1)NC(=O)NS(=O)(=O)C1=CC=C(C=C1)C